4-hydroxy-2,2,6,6-tetramethylpiperidine-1-oxide OC1CC([NH+](C(C1)(C)C)[O-])(C)C